CN1N=C2C(=CC(=CC2=C1)C1=CC2=C(N=C(S2)N(C2CC(NC(C2)(C)C)(C)C)C)C=C1)C 6-(2,7-dimethyl-2H-indazol-5-yl)-N-methyl-N-(2,2,6,6-tetramethylpiperidin-4-yl)-1,3-benzothiazol-2-amine